(2S,4r)-1-[(2S)-2-(4-cyclopropyl-triazol-1-yl)-3,3-dimethyl-butyryl]-4-hydroxy-N-[2-(2-quinolinylamino)ethyl]pyrrolidine-2-carboxamide C1(CC1)C=1N=NN(C1)[C@H](C(=O)N1[C@@H](C[C@H](C1)O)C(=O)NCCNC1=NC2=CC=CC=C2C=C1)C(C)(C)C